2-(4-(trifluoromethyl)phenyl)spiro[3.3]heptan-2-ol FC(C1=CC=C(C=C1)C1(CC2(C1)CCC2)O)(F)F